dimethoxy-benzenedimethanol COC=1C(=C(C(=CC1)CO)CO)OC